[NH4+].[Mo+4] molybdenum-ammonium salt